(1R,3R,4R)-2-(7-chloro-1H-indole-2-carbonyl)-5,5-difluoro-N-((R,Z)-4-fluoro-4-(methylsulfonyl)-1-((R)-2-oxopyrrolidin-3-yl)but-3-en-2-yl)-2-azabicyclo[2.2.2]octane-3-carboxamide ClC=1C=CC=C2C=C(NC12)C(=O)N1[C@H]2CC([C@@H]([C@@H]1C(=O)N[C@H](C[C@@H]1C(NCC1)=O)\C=C(/S(=O)(=O)C)\F)CC2)(F)F